[Co].[Ag] silver compound with cobalt